4-(4-iodophenyl)tetrahydropyran-2,6-dione IC1=CC=C(C=C1)C1CC(OC(C1)=O)=O